3-Ethylisonicotinate C(C)C1=C(C(=O)[O-])C=CN=C1